3-(1-(2-fluoroacryloyl)azetidin-3-yl)-5-methyl-1-(4-(trifluoromethyl)phenyl)-1,3-dihydro-2H-imidazo[4,5-b]pyridin-2-one FC(C(=O)N1CC(C1)N1C(N(C=2C1=NC(=CC2)C)C2=CC=C(C=C2)C(F)(F)F)=O)=C